N6-(cyclobutylmethyl)-3-cyclopropyl-N8-(pyridin-2-ylmethyl)-[1,2,4]triazolo[4,3-b]pyridazine-6,8-diamine C1(CCC1)CNC=1C=C(C=2N(N1)C(=NN2)C2CC2)NCC2=NC=CC=C2